C(C)(C)(C)OC(=O)N1CC=2N=C(N=C(C2CC1)NC=1N=CN(C1)C1=CC(=C(C(=C1)OC)OC)OC)Cl 2-chloro-4-((1-(3,4,5-trimethoxyphenyl)-1H-imidazol-4-yl)amino)-5,6-dihydropyrido[3,4-d]pyrimidine-7(8H)-carboxylic acid tert-butyl ester